CC1CNCC2N1C1=C(OC2)C=CC=N1 10-methyl-6,6a,7,8,9,10-hexahydropyrazino[1,2-d]pyrido[3,2-b][1,4]oxazine